C(C)(C)C1=NN2C(C=CC=C2OC)=C1B(O)O 2-ISOPROPYL-7-METHOXYPYRAZOLO[1,5-A]PYRIDIN-3-YLBORONIC ACID